C12CN(CC(CCC1)N2)C=2C1=C(N=C(N2)OC[C@]23CCCN3C[C@@H](C2)F)C(=C(N=C1)C1=CC(=CC2=CC=C(C(=C12)C#C)F)O)F 4-(4-(3,9-diazabicyclo[3.3.1]nonan-3-yl)-8-fluoro-2-(((2R,7aS)-2-fluorotetrahydro-1H-pyrrolizin-7a(5H)-yl)methoxy)pyrido[4,3-d]pyrimidin-7-yl)-5-ethynyl-6-fluoronaphthalen-2-ol